O=C1NC(CCC1C1=NN(C2=CC(=CC=C12)OCC(=O)NC=1OC=CN1)C)=O 2-((3-(2,6-Dioxopiperidin-3-yl)-1-methyl-1H-indazol-6-yl)oxy)-N-(oxazol-2-yl)-acetamide